alanyl-hexadecylamine N[C@@H](C)C(=O)NCCCCCCCCCCCCCCCC